C(C)(C)(C)OC(CC=O)=O 3-oxopropanoic acid tert-butyl ester